(R)-7-(2-(((3-chloropyridin-2-yl)oxy)methyl)pyrrolidin-1-yl)-6-iodo-1-(6-((2-methoxyethyl)amino)pyridin-3-yl)-4-oxo-1,4-dihydroquinoline-3-carboxylic acid ClC=1C(=NC=CC1)OC[C@@H]1N(CCC1)C1=C(C=C2C(C(=CN(C2=C1)C=1C=NC(=CC1)NCCOC)C(=O)O)=O)I